3-methyl-7-(4-piperidinyl)-1,3-benzoxazol-2-one hydrochloride Cl.CN1C(OC2=C1C=CC=C2C2CCNCC2)=O